C(C)(C)(C)[S@@](=O)\N=C/1\C2=CC=CC=C2CC12CCN(CC2)C(=O)OC(C)(C)C Tert-butyl (R,E)-1-((tert-butylsulfinyl) imino)-1,3-dihydrospiro[indene-2,4'-piperidine]-1'-carboxylate